N-((1s,4s)-4-((7-morpholinoimidazo[1,2-c]pyrimidin-5-yl)oxy)cyclohexyl)pyrimidine-5-carboxamide O1CCN(CC1)C1=CC=2N(C(=N1)OC1CCC(CC1)NC(=O)C=1C=NC=NC1)C=CN2